CN(C1=CC=CC=C1)CC1OCC(C(C1O)O)NC1=NC(=CN=C1)C(F)(F)F ((methyl(phenyl)amino)methyl)-5-((6-(trifluoromethyl)pyrazin-2-yl)amino)tetrahydro-2H-pyran-3,4-diol